[I-].[S-]C#N thiocyanate, iodide salt